biphenyl-4-yl-(9,9-dimethyl-9H-fluoren-2-yl)phenanthren-1-ylamine C1(=CC=C(C=C1)N(C1=CC=CC=2C3=CC=CC=C3C=CC12)C1=CC=2C(C3=CC=CC=C3C2C=C1)(C)C)C1=CC=CC=C1